C1(=CC=CC=C1)C1=CC=C(C=C1)C=1C2=CC=CC=C2C(=C2C=CC=CC12)B(O)O 9-(4-phenylphenyl)-anthracene-10-boronic acid